C(C1=CC=CC=C1)OC(=O)N1C[C@@H]([C@@H](C1)CC)C(=O)O (3R,4S)-1-(benzyloxycarbonyl)-4-ethylpyrrolidine-3-carboxylic acid